NC1=C(C(=NC=N1)OC1=CC(=C(C=C1)NC(=O)NC1=CC(=NN1C1=CC=C(C=C1)N(C)C)C(C)(C)C)C)C#N (4-((6-amino-5-cyanopyrimidin-4-yl)oxy)-2-methylphenyl)-3-(3-(tert-butyl)-1-(4-(dimethylamino)phenyl)-1H-pyrazol-5-yl)urea